methyltrioxorhenium (vii) C[Re](=O)(=O)=O